1,1'-oxybis-2-nonene O(CC=CCCCCCC)CC=CCCCCCC